di(heptadecan-9-yl) 6,6'-((2-hydroxyethyl)azanediyl)dihexanoate OCCN(CCCCCC(=O)OC(CCCCCCCC)CCCCCCCC)CCCCCC(=O)OC(CCCCCCCC)CCCCCCCC